BrC1=CC(=NC2=C1OCCN2C(=O)OC(C)(C)C)C2=NC(=CC=C2)C Tert-Butyl 8-bromo-6-(6-methylpyridin-2-yl)-2H,3H,4H-pyrido[3,2-b][1,4]oxazine-4-carboxylate